FC=1C(=C(C=C2C(=NC(=NC12)OC[C@H]1N(CCC1)C)N1CCC(CC1)O)CCC#N)C1=CC(=CC2=CC=CC=C12)O 3-(8-fluoro-7-(3-hydroxynaphthalen-1-yl)-4-(4-hydroxypiperidin-1-yl)-2-(((S)-1-methylpyrrolidin-2-yl)methoxy)quinazolin-6-yl)propanenitrile